IC1=C(C(=O)OC)C(=CC(=C1O)I)I methyl 2,4,6-triiodo-3-hydroxybenzoate